FC1=C(C(=CC=C1)[N+](=O)[O-])N1CCC(CC1)OC1=NC=C(C=C1)C(F)(F)F 2-((1-(2-fluoro-6-nitrophenyl)piperidin-4-yl)oxy)-5-(trifluoromethyl)pyridine